C(C=C)(=O)N1CCN(CC1)C1=NC(=NC2=CC(=C3C(=C12)OCCC3)C3=C(C#N)C=CC=C3)N3CC(C3)N(C)C 2-(10-(4-acryloylpiperazin-1-yl)-8-(3-(dimethylamino)azetidin-1-yl)-3,4-dihydro-2H-pyrano[2,3-f]quinazolin-5-yl)benzonitrile